OC1=C(C=C(C=C1C(C)(C)CC)C1=CC=CC=C1)N1N=C2C(=N1)C=CC(=C2)OC 2-(2'-hydroxy-3'-tert-amyl-5'-phenylphenyl)-5-methoxybenzotriazole